C(C1=CC=CC=C1)SC1=NNN=C1 4-(benzylsulfanyl)-2H-1,2,3-triazole